6-bromo-2,4-dichloro-xanthen-9-one BrC=1C=C2OC=3C(=CC(=CC3C(C2=CC1)=O)Cl)Cl